FC=1C=C(C=CC1)N1N=C(C=C1)CC(=O)NC=1SC(=CN1)C(F)(F)F 2-(1-(3-fluorophenyl)-1H-pyrazol-3-yl)-N-(5-(trifluoromethyl)thiazol-2-yl)acetamide